BrC1=CC(=C2C(CCO2)=C1C(=O)OC)C1=CC=C(C=C1)OC(F)(F)F Methyl 5-bromo-7-(4-(trifluoromethoxy)phenyl)-2,3-dihydrobenzofuran-4-carboxylate